(R)-1-(naphthalen-2-yl)ethyl (2-nitrophenyl)carbamate [N+](=O)([O-])C1=C(C=CC=C1)NC(O[C@H](C)C1=CC2=CC=CC=C2C=C1)=O